4-((2,4-dichloropyrimidin-5-yl)methyl)-4-azaspiro[2.4]heptane ClC1=NC=C(C(=N1)Cl)CN1C2(CC2)CCC1